CN1N=CC=2C1=CN=CC2C2=CC=C(C=C2)N2C(N(C1=C2C=CC=C1)CC(=O)O)=O 2-[3-[4-(1-methylpyrazolo[3,4-c]pyridin-4-yl)phenyl]-2-oxobenzimidazol-1-yl]acetic acid